(R)-7-methyl-6,7-dihydropyrazolo[1,5-a]pyrazine-2,5(4H)-dicarboxylic acid 5-(tert-butyl) 2-methyl ester COC(=O)C1=NN2C(CN(C[C@H]2C)C(=O)OC(C)(C)C)=C1